2-(2,6-dioxopiperidin-3-yl)-6-(4-((1-(2-(4-(1,2-diphenylbut-1-en-1-yl)phenoxy)ethyl)piperidin-4-yl)methyl)piperazin-1-yl-2,2,3,3,5,5,6,6-d8)-4-fluoroisoindoline-1,3-dione O=C1NC(CCC1N1C(C2=CC(=CC(=C2C1=O)F)N1C(C(N(C(C1([2H])[2H])([2H])[2H])CC1CCN(CC1)CCOC1=CC=C(C=C1)C(=C(CC)C1=CC=CC=C1)C1=CC=CC=C1)([2H])[2H])([2H])[2H])=O)=O